C(C1=CC=CC=C1)OC1=NC(=CC=C1C1=CC=C(C=C1)C1CC2(CN(C2)C(=O)OC(C)(C)C)C1)OCC1=CC=CC=C1 tert-butyl 6-(4-(2,6-bis(benzyloxy)pyridin-3-yl)phenyl)-2-azaspiro[3.3]heptane-2-carboxylate